(S)-3-(4-amino-2-chloro-4,6-dihydrospiro[cyclopenta[d]thiazole-5,4'-piperidin]-1'-yl)-6-((2,3-dichlorophenyl)thio)pyrazin-2(1H)-one N[C@@H]1C=2N=C(SC2CC12CCN(CC2)C=2C(NC(=CN2)SC2=C(C(=CC=C2)Cl)Cl)=O)Cl